NC=1C=NC2=C(C=CC=C2C1)Cl 3-amino-8-chloroquinolin